C(C)(C)(C)OC(=O)O[C@H]1[C@@H]([C@@H](O[C@@H]1CO[Si](C1=CC=CC=C1)(C1=CC=CC=C1)C(C)(C)C)N1C2=NC(=NC(=C2N=C1)NC(OC(C)(C)C)=O)Cl)F tert-butyl (9-((2R,3S,4R,5R)-4-((tert-butoxycarbonyl)oxy)-5-(((tert-butyldiphenylsilyl)oxy)methyl)-3-fluorotetrahydrofuran-2-yl)-2-chloro-9H-purin-6-yl)carbamate